iso-octyl mercaptopropionate SC(C(=O)OCCCCCC(C)C)C